(2R)-2-amino-N-(6-{[4-cyano-2-(1,1-dimethyl-ethyl)phenyl]oxy}-3-pyridinyl)butanamide N[C@@H](C(=O)NC=1C=NC(=CC1)OC1=C(C=C(C=C1)C#N)C(C)(C)C)CC